CN(CCOC=1C=CC(=C(C(=O)N[C@H](C)C2=CC(=CC(=C2)C=2SC=CC2)C=2C=NN(C2)CCOC)C1)C)C (R)-5-(2-(dimethylamino)ethoxy)-N-(1-(3-(1-(2-methoxyethyl)-1H-pyrazol-4-yl)-5-(thiophen-2-yl)phenyl)ethyl)-2-methylbenzamide